3-(1-cyclohexyl-4-(2-ethoxy-2-oxoethyl)-5-(4-fluorophenyl)-3-methyl-2-oxo-2,3-dihydro-1H-pyrrol-3-yl)propionic acid ethyl ester C(C)OC(CCC1(C(N(C(=C1CC(=O)OCC)C1=CC=C(C=C1)F)C1CCCCC1)=O)C)=O